4-amino-N-((5-bromo-2-pyridinyl)methyl)-N-((1R)-1-(2-pyrimidinyl)ethyl)-1,3-dihydrofuro[3,4-c]quinoline-8-carboxamide NC1=NC=2C=CC(=CC2C2=C1COC2)C(=O)N([C@H](C)C2=NC=CC=N2)CC2=NC=C(C=C2)Br